2-((5,6-dimethyl-6H-pyrido[4,3-b]carbazol-9-yl)oxy)acetonitrile CC1=C2C(=CC=3C=4C=C(C=CC4N(C13)C)OCC#N)C=NC=C2